3-(methyl-amino)piperidine-2,6-dione CNC1C(NC(CC1)=O)=O